(S)-2-(1-acryloyl-4-(3-((4-(trifluoromethyl)phenyl)amino)pyrazin-2-yl)piperazin-2-yl)acetonitrile C(C=C)(=O)N1[C@H](CN(CC1)C1=NC=CN=C1NC1=CC=C(C=C1)C(F)(F)F)CC#N